C(#N)C(C1=CC=C(C=C1)NC(C(C)(C)C)=O)(C)C N-[4-(cyano-dimethyl-methyl)-phenyl]-2,2-dimethyl-propionamide